(S)-1-(4-(6-(3,5-dimethylisoxazol-4-yl)-4-(3-phenylmorpholino)quinazoline-2-yl)piperazin-1-yl)ethan-1-one CC1=NOC(=C1C=1C=C2C(=NC(=NC2=CC1)N1CCN(CC1)C(C)=O)N1[C@H](COCC1)C1=CC=CC=C1)C